CC1=CC(OC1(C)C)=C(C#N)C#N 2-(4,5,5-trimethyl-2(5H)-furanylidene)-propandinitrile